Nickel(II)-oxid [Ni]=O